(S)-5-(((3-((2-Chloro-3-(3-chloro-2-(3-methoxy-4-(((((S)-5-oxopyrrolidin-2-yl)methyl)amino)methyl)phenyl)pyridin-4-yl)phenyl)amino)-2-methoxybenzyl)amino)methyl)pyrrolidin-2-one ClC1=C(C=CC=C1C1=C(C(=NC=C1)C1=CC(=C(C=C1)CNC[C@H]1NC(CC1)=O)OC)Cl)NC=1C(=C(CNC[C@@H]2CCC(N2)=O)C=CC1)OC